tert-butyl 7-(4-(N-(4-((tert-butoxycarbonyl)amino)butanoyl)sulfamoyl)benzamido)heptanoate C(C)(C)(C)OC(=O)NCCCC(=O)NS(=O)(=O)C1=CC=C(C(=O)NCCCCCCC(=O)OC(C)(C)C)C=C1